1-ethyl-1-(2,2,2-trifluoro-1-(5-methoxy-4-(8-methoxyimidazo[1,2-a]pyrazin-6-yl)pyridin-2-yl)ethyl)-3-((R)-1,1,1-trifluoropentan-3-yl)urea C(C)N(C(=O)N[C@@H](CC(F)(F)F)CC)C(C(F)(F)F)C1=NC=C(C(=C1)C=1N=C(C=2N(C1)C=CN2)OC)OC